(S)-tert-butyl (1-(2-bromo-5-(trifluoromethyl)phenyl)-3-((tert-butyldimethylsilyl) oxy)propan-2-yl)carbamate BrC1=C(C=C(C=C1)C(F)(F)F)C[C@@H](CO[Si](C)(C)C(C)(C)C)NC(OC(C)(C)C)=O